C[Si](CC=C)(CC)C 3-(dimethylethylsilyl)-1-propene